ClC1=CC(=C(C=C1)C1=NC(=CC=2N1C=C(N2)C)N2C[C@@H](O[C@@H](C2)C)C=2C=NN(C2)C2CC2)F (2S,6R)-4-(5-(4-chloro-2-fluorophenyl)-2-methylimidazo[1,2-c]pyrimidin-7-yl)-2-(1-cyclopropyl-1H-pyrazol-4-yl)-6-methylmorpholine